ClC1=C(C=C(OCC2=NN=C(O2)C23CC(C2)(C3)C(=O)NC(COC3CC(C3)OC(F)(F)F)=O)C=C1)F N-[1-[5-[(4-chloro-3-fluoro-phenoxy)methyl]-1,3,4-oxadiazol-2-yl]-3-bicyclo[1.1.1]pentanoyl]-2-cis-[3-(trifluoromethoxy)cyclobutoxy]acetamide